methyl 1-[2-(2,5-dimethylphenyl) acetamido]-4-methoxycyclohexylcarboxylate CC1=C(C=C(C=C1)C)CC(=O)NC1(CCC(CC1)OC)C(=O)OC